S1C=CNC=C1 4H-1,4-thiazine